(R)-1-(2,7-Dichloro-8-fluoropyrido[4,3-d]pyrimidin-4-yl)-3-methylpiperidin-3-ol ClC=1N=C(C2=C(N1)C(=C(N=C2)Cl)F)N2C[C@@](CCC2)(O)C